(R)-3-(2-amino-3-(3-(4-amino-2-((ethylamino)methyl)-1H-imidazo[4,5-c]quinolin-1-yl)propyl amino)-3-oxopropylthio)propane-1,2-diyl dipalmitate C(CCCCCCCCCCCCCCC)(=O)OC[C@H](CSCC(C(=O)NCCCN1C(=NC=2C(=NC=3C=CC=CC3C21)N)CNCC)N)OC(CCCCCCCCCCCCCCC)=O